CON(C(=O)C=1C=NC(=NC1)C=1CCN(CC1)C(=O)OC(C)(C)C)C t-butyl 4-(5-(methoxy(methyl)carbamoyl)pyrimidin-2-yl)-3,6-dihydropyridine-1(2H)-carboxylate